5-chloro-1,3-dihydro-1,3,3-trimethylspiro[2H-indole-2,3'-[3H]phenanthro[9,10-b][1,4]oxazine] ClC=1C=C2C(C3(NC4=C(OC3)C3=CC=CC=C3C=3C=CC=CC34)N(C2=CC1)C)(C)C